BrC=1C=CC=C2CN(C(C12)=O)C 7-bromo-2-methyl-isoindolin-1-one